2-(imidazo[1,2-a]pyridin-3-yl)acetic acid N=1C=C(N2C1C=CC=C2)CC(=O)O